Methyl 2-[[4-chloro-6-(2,6-dimethylphenyl)pyrimidin-2-yl]sulfamoyl]pyridine-4-carboxylate ClC1=NC(=NC(=C1)C1=C(C=CC=C1C)C)NS(=O)(=O)C1=NC=CC(=C1)C(=O)OC